N1N=CC=2C[C@@H](CCC12)N (R)-4,5,6,7-tetrahydro-1H-indazol-5-amine